O=C1N(CC2=CC(=CC=C12)N1CCN(CC1)CC1CCN(CC1)C1=CC=C(C=C1)[C@@H]1[C@@H](CCC=2C=3C=NNC3C=CC21)C2=CC=CC=C2)[C@@H]2C(NC(CC2)=O)=O (S)-3-(1-oxo-5-(4-((1-(4-((6S,7R)-7-phenyl-6,7,8,9-tetrahydro-3H-benzo[e]indazol-6-yl)phenyl)piperidin-4-yl)methyl)piperazin-1-yl)isoindolin-2-yl)piperidine-2,6-dione